(Z,Z,Z)-1,3,6,9-Nonadecatetraene C=C\C=C/C\C=C/C\C=C/CCCCCCCCC